C(C1=CC=CC=C1)N1CCC(CC1)CCNC(=O)N1[C@@H](CN(C[C@H]1C)C=1N=NC(=CC1)OC(F)F)C (2R,6R)-N-[2-(1-benzylpiperidin-4-yl)ethyl]-4-[6-(difluoromethoxy)pyridazin-3-yl]-2,6-dimethylpiperazine-1-carboxamide